FC1=CC2=C(NC(=N2)C2=C(C=3C(NC2=O)=CN(N3)C)N[C@@H](C)C3=NC=CC=N3)C=C1N1CCOCC1 (S)-6-(5-fluoro-6-morpholino-1H-benzo[d]imidazol-2-yl)-2-methyl-7-((1-(pyrimidin-2-yl)ethyl)amino)-2H-pyrazolo[4,3-b]pyridin-5(4H)-one